4-amino-1-methyl-N-morpholino-N-((5-(trifluoromethyl)pyridin-2-yl)methyl)-1H-pyrazolo[4,3-c]quinoline-8-carboxamide NC1=NC=2C=CC(=CC2C2=C1C=NN2C)C(=O)N(CC2=NC=C(C=C2)C(F)(F)F)N2CCOCC2